17-((E)-1-(Hydroxyimino)ethyl)-10,13-dimethyl-6,7,8,9,10,11,12,13,14,15,16,17-dodecahydro-1H-cyclopenta[a]phenanthren-3(2H)-one O\N=C(/C)\C1CCC2C3CCC4=CC(CCC4(C3CCC12C)C)=O